N-(1'-(4-methyl-6-(piperazin-1-yl)pyridin-2-yl)-1',2'-dihydrospiro[cyclopropane-1,3'-pyrrolo[3,2-c]pyridin]-6'-yl)acetamide CC1=CC(=NC(=C1)N1CCNCC1)N1CC2(C=3C=NC(=CC31)NC(C)=O)CC2